(2R,3R,4R,5R)-5-(aminomethyl)-2-(hydroxymethyl)tetrahydro-2H-pyran-3,4-diol NC[C@H]1[C@H]([C@H]([C@H](OC1)CO)O)O